C1(CC1)NC1=CC=C(C(=C1C#N)N1CCC(CC1)C1=NN=CN1C)C=1C=NC(=CC1)F 6-(cyclopropylamino)-3-(6-fluoropyridin-3-yl)-2-(4-(4-methyl-4H-1,2,4-triazol-3-yl)piperidin-1-yl)benzonitrile